C1C(NC2CCCC3C2N1C=1C3CN=CC1)=O hexahydro-1H-pyrido[3',4':4,5]-pyrrolo[1,2,3-de]quinoxalin-2(3H)-one